Cl.NC/C(/CN1N=CN(C1=O)CC=1SC(=CC1)C=1C=NC(=CC1)N1CCOCC1)=C/F 2-[(2Z)-2-(aminomethyl)-3-fluoroprop-2-en-1-yl]-4-({5-[6-(morpholin-4-yl)pyridin-3-yl]thiophen-2-yl}methyl)-2,4-dihydro-3H-1,2,4-triazol-3-one hydrochloride